C1(CCCCC1)CN1C[C@@H](CCC1)N (R)-1-(cyclohexylmethyl)piperidin-3-amine